CS(=O)(=O)CCCOS(=O)(=O)C1=CC=C(C=C1)C.CN1[C@@H](CNC[C@@H]1C)C (2R,6S)-1,2,6-trimethylpiperazine 3-(methylsulfonyl)propyl-4-methylbenzenesulfonate